7-chloro-2-(3-chlorophenyl)benzofuran-5-carbaldehyde ClC1=CC(=CC=2C=C(OC21)C2=CC(=CC=C2)Cl)C=O